(S)-1-(diphenylcarbamoyl)-4-(((5-methylthiophen-2-yl)methyl)(phenyl)carbamoyl)piperazine-2-carboxylic acid C1(=CC=CC=C1)N(C(=O)N1[C@@H](CN(CC1)C(N(C1=CC=CC=C1)CC=1SC(=CC1)C)=O)C(=O)O)C1=CC=CC=C1